C(#N)CC12CCC(CC1)(CC2)NC(OC(C)(C)C)=O tert-Butyl (4-(cyanomethyl)bicyclo[2.2.2]octan-1-yl)carbamate